C(CCCC)(=O)[O-].C(CCCC)(=O)[O-].C(CCC)[Sn+2]CCCC dibutyl-tin dipentanoate